2,2'-azobis[2-methyl-N-(2-hydroxyethyl)propanamide] N(=NC(C(=O)NCCO)(C)C)C(C(=O)NCCO)(C)C